C(C(C)C)S iso-Butyl Mercaptan